C(C)(C)(C)OC(=O)N1[C@H](C[C@@H](C1)CC1=CC=CC=C1)C(=O)N1[C@@H](COCC1)C(NCC=1C(=NC(=CC1)N)C)=O.O1CCC(CC1)NC(C1=CC=CC=C1)=O N-tetrahydro-pyran-4-yl-benzamide tert-Butyl-(2R,4S)-2-((S)-3-(((6-amino-2-methylpyridin-3-yl)methyl)carbamoyl)morpholine-4-carbonyl)-4-benzylpyrrolidine-1-carboxylate